tert-butyl ((1-(2-(2-((2-(2,6-dioxopiperidin-3-yl)-1,3-dioxoisoindolin-4-yl)amino) ethoxy)ethyl)piperidin-3-yl)methyl)carbamate O=C1NC(CCC1N1C(C2=CC=CC(=C2C1=O)NCCOCCN1CC(CCC1)CNC(OC(C)(C)C)=O)=O)=O